4-((S)-4-(tert-butoxycarbonyl)-3-(cyanomethyl)piperazin-1-yl)-3-cyano-2-(((S)-1-methylpyrrolidin-2-yl)methoxy)-5,8-dihydro-1,7-naphthyridine-7(6H)-carboxylic acid benzyl ester C(C1=CC=CC=C1)OC(=O)N1CCC=2C(=C(C(=NC2C1)OC[C@H]1N(CCC1)C)C#N)N1C[C@@H](N(CC1)C(=O)OC(C)(C)C)CC#N